4-methylpent-4-enoic acid tert-butyl ester C(C)(C)(C)OC(CCC(=C)C)=O